[Nb].[Ni] NICKEL-NIOBIUM